2,4,5,8-tetraaminoanthraquinone NC1=CC=2C(C3=C(C=CC(=C3C(C2C(=C1)N)=O)N)N)=O